C(C)OC(=O)C1=C(C2=C(CCC3=CN(N=C23)C([2H])([2H])C2=CC=CC=C2)O1)C.C(C=C)(=O)OC[SiH2]N[SiH2]N[SiH3] acryloyloxymethyl-trisilazane ethyl-8-methyl-2-[phenyl-(2H2)methyl]-4,5-dihydro-2H-furo[2,3-g]indazole-7-carboxylate